CC1=CC=C(C=C1)S(=O)(=O)N/N=C(\C)/C1=CC(=NN1COCC[Si](C)(C)C)C(=O)OC methyl 5-{(1E)-N-[(4-methylphenyl)sulfonyl]ethanehydrazonoyl}-1-{[2-(trimethylsilyl)ethoxy]methyl}-1H-pyrazole-3-carboxylate